C(C)(C)(C)OC(=O)N(C1=CC(=NC=2N1N=CC2C(C)C)NC[C@@H]2[C@H](CN(CC2)C(=O)OC(C)(C)C)O)CC2=CC=C(C=C2)C2=NC=NC=C2 tert-butyl (3R,4R)-4-(((7-((tert-butoxycarbonyl)(4-(pyrimidin-4-yl)benzyl)amino)-3-isopropylpyrazolo[1,5-a]pyrimidin-5-yl)amino)methyl)-3-hydroxypiperidine-1-carboxylate